2-((2-(7-methoxy-1-methyl-9H-pyrido[3,4-b]indol-9-yl)ethyl)(methyl)amino)ethanol COC1=CC=C2C3=C(N(C2=C1)CCN(CCO)C)C(=NC=C3)C